(R)-1-((2R,4R)-1-(4-(benzyloxy)-3,5-difluorobenzoyl)-4-fluoropyrrolidin-2-carbonyl)pyrrolidin-2-carbonitril C(C1=CC=CC=C1)OC1=C(C=C(C(=O)N2[C@H](C[C@H](C2)F)C(=O)N2[C@H](CCC2)C#N)C=C1F)F